C(#N)C1=CN=C(S1)N1N=C(N=C1[C@H](C)NC(OCCCC)=O)CC butyl N-[(1S)-1-[2-(5-cyanothiazol-2-yl)-5-ethyl-1,2,4-triazol-3-yl]ethyl]carbamate